2-methoxy-2-methyl-1-(p-methoxybenzylideneaminoethyl)-1-aza-2-silacyclopentane CO[Si]1(N(CCC1)CCN=CC1=CC=C(C=C1)OC)C